O=C1NC(CCC1NC1=CC=C(C=C1)C1CCN(CC1)C(=O)N(C1CCNCC1)C)=O 4-[4-[(2,6-dioxo-3-piperidyl)amino]phenyl]-N-methyl-N-(4-piperidyl)piperidine-1-carboxamide